2-(3-((5-chloro-4-(1-(phenylsulfonyl)-1H-indol-3-yl)pyrimidin-2-yl)amino)piperidin-1-yl)acetamide ClC=1C(=NC(=NC1)NC1CN(CCC1)CC(=O)N)C1=CN(C2=CC=CC=C12)S(=O)(=O)C1=CC=CC=C1